ClC1=NC=C(C(=C1)C1=C(C=NC(=C1)C)C(=O)NC=1SC2=C(N1)CN(C2)C(=O)C2CC(CC2)O)OC 2'-chloro-N-(5-(3-hydroxy-cyclopentane-1-carbonyl)-5,6-dihydro-4H-pyrrolo[3,4-d]thiazol-2-yl)-5'-methoxy-6-methyl-[4,4'-bipyridine]-3-carboxamide